3-nitro-2,6-dihydroxybenzoate [N+](=O)([O-])C=1C(=C(C(=O)[O-])C(=CC1)O)O